The molecule is an alpha-amino acid zwitterion that is 2-aminooctanoic acid in which a proton has been transferred from the carboxy group to the amino group. It is the major species at pH 7.3. It has a role as a human metabolite. It is a tautomer of a 2-aminooctanoic acid. CCCCCCC(C(=O)[O-])[NH3+]